4-(octahydrocyclopenta[c]pyrrol-1-yl)benzonitrile C1(NCC2C1CCC2)C2=CC=C(C#N)C=C2